1-(4-(Ethyl-1,2-d2)phenyl)-3-(1H-indol-3-yl)urea C(C[2H])([2H])C1=CC=C(C=C1)NC(=O)NC1=CNC2=CC=CC=C12